BrC1=C(C(=C(C=C1)N1C(=CC(=C1)F)C(=O)OC)[N+](=O)[O-])F methyl 1-(4-bromo-3-fluoro-2-nitrophenyl)-4-fluoro-1H-pyrrole-2-carboxylate